(2S,4s)-6-(7-(8-Ethyl-7-fluoro-3-hydroxynaphthalen-1-yl)-6,8-difluoro-2-(((2R,7aS)-2-fluorotetrahydro-1H-pyrrolizin-7a(5H)-yl)methoxy)quinazolin-4-yl)-6-azaspiro[3.5]nonan-2-ol C(C)C=1C(=CC=C2C=C(C=C(C12)C1=C(C=C2C(=NC(=NC2=C1F)OC[C@]12CCCN2C[C@@H](C1)F)N1CC2(CC(C2)O)CCC1)F)O)F